FC1=C(C=CC=C1S(=O)(=O)C)NC1=NC=C(C(=N1)C1=CNC2=C(C=CC=C12)NC([C@@H](C)N1C[C@@H](N([C@H](C1)C)C)C)=O)C (R)-N-(3-(2-((2-fluoro-3-(methylsulfonyl)phenyl)amino)-5-methylpyrimidin-4-yl)-1H-indol-7-yl)-2-((3s,5s)-3,4,5-trimethylpiperazin-1-yl)propanamide